1,4-naphthalenediphosphonic acid (1,4-naphthalenediphosphonate) C1(=CC=C(C2=CC=CC=C12)P(O)(=O)O)P(O)(=O)O.C1(=CC=C(C2=CC=CC=C12)P(O)(=O)O)P(O)(=O)O